7-(1-chloroethyl)quinolone ClC(C)C1=CC=C2C=CC(NC2=C1)=O